3-[[1-(trifluoromethyl)cyclopropyl]methoxy]-1H-pyrazole FC(C1(CC1)COC1=NNC=C1)(F)F